4,4'-Diaminostilbene-2,2'-disulfonic acid disodium salt [Na+].[Na+].NC=1C=C(C(=CC1)C=CC=1C(=CC(=CC1)N)S(=O)(=O)[O-])S(=O)(=O)[O-]